C(C1=CC=CC=C1)C1=C2NC(=NC2=NC(=N1)CCCCCCCCCCCCCCCCCCCCCCCCCCCCCCO)N benzyl-aminopurinetriacontanol